S1CCN(CC1)C1CCCCC1 thiomorpholinocyclohexan